N-[6-[5-[(1S)-1-[[6-chloro-8-(trifluoromethyl)quinazolin-4-yl]amino]ethyl]-1,2,4-triazol-1-yl]pyrimidin-4-yl]acetamide ClC=1C=C2C(=NC=NC2=C(C1)C(F)(F)F)N[C@@H](C)C1=NC=NN1C1=CC(=NC=N1)NC(C)=O